The molecule is an L-alpha-amino acid zwitterion obtained by transfer of a proton from the carboxy to the amino group of any L-polyhomomethionine; major species at pH 7.3. It is a L-alpha-amino acid zwitterion and a sulfur-containing amino-acid anion. It is a tautomer of a L-polyhomomethionine. CSCCC[C@@H](C(=O)[O-])[NH3+]